C(CCCCC)C(COC(CCCCN(C(CCCCCCCBr)=O)CCCCCC)=O)CCCCCCCC.BrCCCCCCCC(=O)N(CCCCCC)CCCCC(=O)OCC(CCCCCCCC)CCCCCC 2-hexyldecyl 5-(8-bromo-N-hexyloctanamido)pentanoate 2-hexyldecyl-5-(8-bromo-N-hexyloctanamido)pentanoate